(2-fluorophenyl)-α-(4-fluorophenyl)-1H-1,2,4-triazole-1-ethanol FC1=C(C=CC=C1)C1=NN(C=N1)CC(O)C1=CC=C(C=C1)F